3-chloro-5-((3-chloro-4-fluorophenyl)(4,5-diiodo-1H-imidazol-2-yl)methyl)-2-(trifluoromethyl)pyridine ClC=1C(=NC=C(C1)C(C=1NC(=C(N1)I)I)C1=CC(=C(C=C1)F)Cl)C(F)(F)F